C(C)(C)(C)C=1C=C(C=CC1)NC=1C=C2OC=3C=CC=CC3B3C2=C(C1[N+](=O)[O-])OC=1C=CC=CC13 N-(3-(tert-butyl)phenyl)-6-nitro-5,9-dioxa-13b-boranaphtho[3,2,1-de]anthracene-7-amine